3-Methyl-5-(4-methylpyridin-3-yl)-N-(pyridin-2-yl)benzamide CC=1C=C(C(=O)NC2=NC=CC=C2)C=C(C1)C=1C=NC=CC1C